ClC1=CC=C(C(=O)NC(C)C2=NC=3CCCN(C3C=C2)C2=NC(=NC=C2)C)C=C1 4-chloro-N-(1-(5-(2-methylpyrimidin-4-yl)-5,6,7,8-tetrahydro-1,5-naphthyridin-2-yl)ethyl)benzamide